6-[4-[[4-(Trifluoromethyl)phenyl]methyl]piperidine-1-carbonyl]-4,5,7,8-tetrahydropyrido[4,3-b][1,4]oxazin-3-one FC(C1=CC=C(C=C1)CC1CCN(CC1)C(=O)N1CC2=C(OCC(N2)=O)CC1)(F)F